(3R)-3-[[(1R)-5-[3-(4-fluorophenyl)azetidin-1-yl]-1-oxo-2,3-dihydrothieno[3,2-b]pyridin-7-yl]amino]piperidine-1-carboxylic acid methyl ester COC(=O)N1C[C@@H](CCC1)NC1=C2C(=NC(=C1)N1CC(C1)C1=CC=C(C=C1)F)CC[S@]2=O